3-fluoro-N,N-dimethyl-1-((3-methyl-7-morpholino-5-(3-(m-tolyl)-1H-pyrazol-1-yl)-3H-imidazo[4,5-b]pyridin-2-yl)methyl)piperidin-4-amine FC1CN(CCC1N(C)C)CC1=NC=2C(=NC(=CC2N2CCOCC2)N2N=C(C=C2)C=2C=C(C=CC2)C)N1C